N-((7-chloroquinoxalin-6-yl)methyl)-4-(hexahydropyrrolo[3,4-c]pyrrol-2(1H)-yl)pyridin-3-amine ClC1=C(C=C2N=CC=NC2=C1)CNC=1C=NC=CC1N1CC2CNCC2C1